C1(CCC1)N[C@H]1CN(CC1)C1=CC=C(N=N1)C1=C(C=C(C=C1)C1=CN=NC(=C1)C)O 2-{6-[(3R)-3-(cyclobutylamino)pyrrolidin-1-yl]pyridazin-3-yl}-5-(6-methylpyridazin-4-yl)phenol